ClC=1C=CC2=C([C@H]3N(C[C@@H](O2)C3)C(C(C(F)F)(C)C)=O)C1 1-[(2S,5S)-7-chloro-2,3-dihydro-2,5-methano-1,4-benzoxazepin-4(5H)-yl]-3,3-difluoro-2,2-dimethylpropan-1-one